NC1CCC(CC1)N1N=NN=C1CN1N=C(C(=C1)NC(=O)C=1C=NN2C1N=CC=C2)C2=C(C=CC(=C2)OC(F)F)OC(F)F N-[1-[[1-(4-aminocyclohexyl)tetrazol-5-yl]methyl]-3-[2,5-bis(difluoromethoxy)phenyl]pyrazol-4-yl]pyrazolo[1,5-a]pyrimidine-3-carboxamide